NC1=NC(N(C=C1)[C@H]1C([C@@H]([C@H](O1)COC(CCCC(=O)O)=O)O)(F)F)=O 5-(((2R,3R,5R)-5-(4-amino-2-oxopyrimidin-1(2H)-yl)-4,4-difluoro-3-hydroxytetrahydrofuran-2-yl)methoxy)-5-oxopentanoic acid